2-(2-(4-Cyclopropyl-6-methylpyridin-3-yl)-6-isopropyl-5,8-dioxo-5,6,7,8-tetrahydro-4H-pyrazolo[1,5-a]pyrrolo[3,4-d]pyrimidin-4-yl)-N-(5-fluoropyridin-2-yl)acetamide C1(CC1)C1=C(C=NC(=C1)C)C1=NN2C(N(C3=C(C2=O)CN(C3=O)C(C)C)CC(=O)NC3=NC=C(C=C3)F)=C1